ClC=1C=C2C=CC(=CC2=CC1)C=CC1=C(C(=O)NCC(=O)N2C(CC(C2)(F)F)(C2=CC=CC=C2)C#N)C=CN=C1 3-(2-(6-chloronaphthalen-2-yl)vinyl)-N-(2-(2-cyano-4,4-difluoro-2-phenylpyrrolidin-1-yl)-2-oxoethyl)isonicotinamide